(methyl-isopropylamine) zirconium [Zr].CNC(C)C